N[C@H](C(=O)O)CC1=CC=CC=2B(NN=CC21)O (S)-2-amino-3-(1-hydroxy-1,2-dihydrobenzo[d][1,2,3]diazaborinin-5-yl)propanoic acid